COC(=O)C=1C(=CC2=CNN=C2C1)NC(=O)C1=NC(=CC=C1)C(F)(F)F 5-({[6-(trifluoromethyl)pyridin-2-yl]carbonyl}amino)-2H-indazole-6-carboxylic acid methyl ester